6-(1-((tert-butyldimethylsilyl)oxy)propyl)-4-methylpyridin-3-amine [Si](C)(C)(C(C)(C)C)OC(CC)C1=CC(=C(C=N1)N)C